methyl 4-(5-fluoro-3-oxobenzo[d]isothiazol-2(3H)-yl)benzoate FC=1C=CC2=C(C(N(S2)C2=CC=C(C(=O)OC)C=C2)=O)C1